FC1=C(C=C(C=C1)C=1C(=NOC1C)C)[N+](=O)[O-] 4-(4-fluoro-3-nitro-phenyl)-3,5-dimethyl-isoxazole